[La].[Sm] samarium-lanthanum